monofluoroamide F[NH-]